O1COC2=C1C=CC(=C2)C=CC=CC(=O)N2CCN(CC2)C2=CC=C(C=C2)Cl 5-(benzo[d][1,3]dioxol-5-yl)-1-(4-(4-chlorophenyl)piperazin-1-yl)penta-2,4-dien-1-one